2-{[(2-{4-[(5-chloro-3-fluoropyridin-2-yl)oxy]phenyl}-1,2,3,4-tetrazol-5-yl)methyl]amino}propanoic acid ClC=1C=C(C(=NC1)OC1=CC=C(C=C1)N1N=C(N=N1)CNC(C(=O)O)C)F